6-(Difluoromethyl)-N-{6-(2-hydroxypropan-2-yl)-2-[2-(methylsulphonyl)ethyl]-2H-indazol-5-yl}pyridine-2-carboxamide FC(C1=CC=CC(=N1)C(=O)NC1=CC2=CN(N=C2C=C1C(C)(C)O)CCS(=O)(=O)C)F